COC(C1=CC=C(C=C1)S(=O)C)=O 4-methylsulfinylbenzoic acid methyl ester